ClC=1C=NC=C(C1[C@@H](C)OC=1C=C2C(=NN(C2=CC1)C1OCCCC1)/C=C/C=1C=CC(=NC1)S(=O)(C)=N)Cl (5-((E)-2-(5-((R)-1-(3,5-Dichloropyridin-4-yl)ethoxy)-1-(tetrahydro-2H-pyran-2-yl)-1H-indazol-3-yl)vinyl)pyridin-2-yl)(imino)(methyl)-λ6-sulfanone